(R)-5-(tert-butyl)-3-isothiocyanato-1-(tetrahydrofuran-3-yl)-1H-pyrazole C(C)(C)(C)C1=CC(=NN1[C@H]1COCC1)N=C=S